(S)-1-{[2-(difluoromethyl)-6-(5-fluoro-1H-pyrrolo[2,3-b]pyridin-3-yl)pyridin-3-yl]oxy}-2,4-dimethylpentane-2-amine trihydrochloride Cl.Cl.Cl.FC(C1=NC(=CC=C1OC[C@](CC(C)C)(N)C)C1=CNC2=NC=C(C=C21)F)F